N-(pyridin-2-ylmethyl)-N-((5-(2-(2,2,2-trifluoroacetyl)hydrazine-1-carbonyl)pyridin-2-yl)methyl)methanesulfonamide N1=C(C=CC=C1)CN(S(=O)(=O)C)CC1=NC=C(C=C1)C(=O)NNC(C(F)(F)F)=O